C1(CC1)N1C(=NC2=NC=C(C=C21)C=2C=CN1N=CN=C(C12)N1CC(C1)(O)C)C 1-(5-(1-cyclopropyl-2-methyl-1H-imidazo[4,5-b]pyridin-6-yl)pyrrolo[2,1-f][1,2,4]triazin-4-yl)-3-methylazetidin-3-ol